N1=C(N=C(N=C1NCCCN(CCC(=O)OCCCCCCCCCCCC)CCC(=O)OCCCCCCCCCCCC)NCCCN(CCC(=O)OCCCCCCCCCCCC)CCC(=O)OCCCCCCCCCCCC)NCCCN(CCC(=O)OCCCCCCCCCCCC)CCC(=O)OCCCCCCCCCCCC hexadodecyl 3,3',3'',3''',3'''',3'''''-((((1,3,5-triazine-2,4,6-triyl)tris(azanediyl))tris(propane-3,1-diyl))tris(azanetriyl))hexapropionate